(RS)-2-[(4-fluorophenyl)sulfonyl]hexahydropyrrolo[1,2-a]pyrazin-6(2H)-one FC1=CC=C(C=C1)S(=O)(=O)N1C[C@@H]2N(CC1)C(CC2)=O |r|